P(=O)(OC1=CC=C(C=C1)O)(OC1=CC=C(C=C1)O)OC1=CC=C(C=C1)O tris(4-hydroxyphenyl) phosphate